NC=1C=C2C3=C(C(N(C3=CC=C2)C2C(NC(CC2)=O)=O)=O)C1 3-(4-amino-2-oxo-benzo[ct]indol-1-yl)piperidine-2,6-dione